tert-butyl 3-((R)-1-((1S,2S)-2-(hydroxymethyl)cyclopropyl)ethoxy)propanoate OC[C@@H]1[C@H](C1)[C@@H](C)OCCC(=O)OC(C)(C)C